4-AMINO-1-CYCLOHEXENE-1-CARBOXYLIC ACID NC1CC=C(CC1)C(=O)O